lithium ferrous sulfate S(=O)(=O)([O-])[O-].[Fe+2].[Li]